[N+](=O)([O-])C([C@H](N)C(=O)O)C1=CC=C(C=C1)O anti-β-Nitrotyrosine